6-NAPHTHALENEDIGLYCIDYL ETHER C12=CC=CC3=CC(=CC=C13)C1C(COCC3C2O3)O1